O=C1CC(C1)OC(C(C)(C)C)=O.ONC(C(=C)CNC=1C=C(C2=C(CCO2)C1CO)C1=CC=C(C=C1)C(C)C)=O N-hydroxy-2-(((4-(hydroxymethyl)-7-(4-isopropylphenyl)-2,3-dihydrobenzofuran-5-yl)amino)methyl)acrylamide 3-oxocyclobutyl-2,2-dimethylpropionate